methyl (S)-2-((2-(4-(benzylthio)-2-chloro-6-fluorophenyl)-7-methylimidazo[1,2-a]pyridin-3-yl)methyl)morpholine-4-carboxylate C(C1=CC=CC=C1)SC1=CC(=C(C(=C1)F)C=1N=C2N(C=CC(=C2)C)C1C[C@H]1CN(CCO1)C(=O)OC)Cl